BrC=1C=CC(=C(C1)NN=CC=NO)C(F)(F)F 2-(2-(5-bromo-2-(trifluoromethyl)phenyl)hydrazineylidene)acetaldehyde oxime